C(#CC([2H])([2H])[2H])C=1C=C(OC2=C(N=NN2)C(=O)O)C=CC1 5-(3-(prop-1-ynyl-d3)phenoxy)-1H-1,2,3-triazole-4-carboxylic acid